C1(CC1)C1=CC=C(C=C1C1=CC=C(C=C1)OCC1CC1)N(C1=CC(N(C=2C=CC(=NC12)C#N)C)=O)CC1CC1 8-((6-cyclopropyl-4'-(cyclopropylmethoxy)-[1,1'-biphenyl]-3-yl)(cyclopropylmethyl)amino)-5-methyl-6-oxo-5,6-dihydro-1,5-naphthyridine-2-carbonitrile